CC1=NOC(=N1)CCCN 3-(3-methyl-1,2,4-oxadiazol-5-yl)propan-1-amine